(2S)-N-[cis-1-(1-hydroxycyclobutane-1-carbonyl)-2-({[1-(pyrimidin-2-yl)piperidin-4-yl]oxy}methyl)piperidin-3-yl]oxolane-2-carboxamide OC1(CCC1)C(=O)N1[C@H]([C@H](CCC1)NC(=O)[C@H]1OCCC1)COC1CCN(CC1)C1=NC=CC=N1